2-(2,3-difluoro-6-(2-morpholinothiazol-4-yl)phenoxy)-N-(10-((2-(2,6-dioxopiperidin-3-yl)-1,3-dioxoisoindolin-4-yl)amino)decyl)acetamide FC1=C(OCC(=O)NCCCCCCCCCCNC2=C3C(N(C(C3=CC=C2)=O)C2C(NC(CC2)=O)=O)=O)C(=CC=C1F)C=1N=C(SC1)N1CCOCC1